ClC1=C2C=C(N(C2=CC(=C1Cl)O)C)C(=O)N[C@@]1(COCC1)C1=CC=C(C(=O)OCC)C=C1 |r| 1-(±)-Ethyl 4-[3-[(4,5-dichloro-6-hydroxy-1-methyl-indole-2-carbonyl)amino] tetrahydro-furan-3-yl]-benzoate